FC=1C=C(C(=C(C1)NC1=CC(=NC=C1C(CC)=O)NC(=O)C1CC1)OC)C1=NN(C=N1)C N-(4-((5-fluoro-2-methoxy-3-(1-methyl-1H-1,2,4-triazol-3-yl)phenyl)amino)-5-propionylpyridin-2-yl)cyclopropanecarboxamide